N-formyl-2,5-dimethoxypyrrolidine C(=O)N1C(CCC1OC)OC